O1C(CCCC1)N1C=2C=CC=3OCCCCOCCN4N=CC(C(=N1)C2C3)=C4 18-(oxan-2-yl)-8,13-dioxa-4,5,18,19-tetraazatetracyclo[12.5.2.12,5.017,20]docosa-1(19),2(22),3,14(21),15,17(20)-hexaene